O(C1=CC=CC=C1)[C@@H](C(=O)O)C R-2-phenoxypropionic acid